OC(=O)C(F)(F)F.FC1(C(NC(CC1)=O)=O)C1=CC=C(C=C1)C1CCNCC1 3-fluoro-3-[4-(4-piperidyl)phenyl]piperidine-2,6-dione TFA salt